N1(CCOCC1)C=1C2=C(N=C(N1)C1=C3C=NN(C3=CC=C1)C1OCCCC1)C=C(S2)/C=C/C(=O)O (E)-3-(4-morpholinyl-2-(1-(2-tetrahydropyranyl)-4-indazolyl)-6-thieno[3,2-d]pyrimidinyl)acrylic acid